SCCSC(CC1=CC(SS1)CC(CS)SCCS)CS bis(2-(2-mercaptoethylthio)-3-mercaptopropyl)dithiol